xanthenon C1=CC=CC=2OC3=CC=CC=C3C(C12)=O